COC1=NC=CC=C1C1=CC=NC=C1 2-methoxy-3,4'-bipyridine